N[C@H]1CS(C2=C(N(C1=O)CC1=CC=C(C#N)C=C1)C=C(C(=C2)F)C=2OC(=NN2)C(CO)(C)C)(=O)=O 4-[[(3R)-3-amino-8-fluoro-7-[5-(2-hydroxy-1,1-dimethyl-ethyl)-1,3,4-oxadiazol-2-yl]-1,1,4-trioxo-2,3-dihydro-1λ6,5-benzothiazepin-5-yl]methyl]benzonitrile